(R)-2-allyl-1-(7-ethyl-7-hydroxy-6,7-dihydro-5H-cyclopenta[b]pyridin-2-yl)-6-((4-(2-oxo-7-azaspiro[3.5]nonan-7-yl)phenyl)amino)-1,2-dihydro-3H-pyrazolo[3,4-d]pyrimidin-3-one C(C=C)N1N(C2=NC(=NC=C2C1=O)NC1=CC=C(C=C1)N1CCC2(CC(C2)=O)CC1)C1=CC=C2C(=N1)[C@@](CC2)(O)CC